1-benzyl-4-bromo-3,3-dimethylpyrrolidine-2,5-dione C(C1=CC=CC=C1)N1C(C(C(C1=O)Br)(C)C)=O